ClC=1C=C(C(=O)N2CC=3C(=NN4C3C(N(C[C@H]4C(=O)N)C(C)C=4C=NC(=CC4)OC(F)F)=O)C[C@H]2C)C=CC1Cl (3R,7S)-2-(3,4-dichlorobenzoyl)-9-(1-(6-(difluoromethoxy)pyridin-3-yl)ethyl)-3-methyl-10-oxo-1,2,3,4,7,8,9,10-octahydropyrido[4',3':3,4]pyrazolo[1,5-a]pyrazine-7-carboxamide